(3S)-N-(((2S,5R)-6-(benzyloxy)-7-oxo-1,6-diazabicyclo[3.2.1]octan-2-yl)(imino)methyl)-1-methylpiperidine-3-carboxamide C(C1=CC=CC=C1)ON1[C@@H]2CC[C@H](N(C1=O)C2)C(NC(=O)[C@@H]2CN(CCC2)C)=N